Penta-1-yl-methanol C(CCCC)CO